C(C)(C)(C)[Si](OCC(=O)O)(C1=CC=CC=C1)C1=CC=CC=C1 2-((tert-butyldi-phenylsilyl)oxy)-acetic acid